O1C(CCC1)OC(=O)COC(=O)C1C2C3C4C=CC(C3C(C1)C2)C4 8-tetrahydrofuran-2-yloxycarbonylmethyloxycarbonyl-tetracyclo[4.4.0.12,5.17,10]-3-dodecene